[Si](C)(C)(C(C)(C)C)OC(C)[C@@H]1N(CCN(C1)C(=O)OCC1=CC=CC=C1)C(=O)OC(C)(C)C 4-benzyl 1-tertbutyl (2R)-2-{1-[(tert-butyldimethylsilyl)-oxy]ethyl}piperazine-1,4-dicarboxylate